(R)-2-methyl-4-(piperidin-3-ylmethyl)pyridine CC1=NC=CC(=C1)C[C@@H]1CNCCC1